2-((1-((dimethylamino)methyl)cyclopropyl)methoxy)-7-(8-ethylnaphthalen-1-yl)-N-(1-(2-methylpyrazolo[1,5-a]pyrazin-4-yl)azetidin-3-yl)-5,6,7,8-tetrahydropyrido[3,4-d]pyrimidin-4-amine CN(C)CC1(CC1)COC=1N=C(C2=C(N1)CN(CC2)C2=CC=CC1=CC=CC(=C21)CC)NC2CN(C2)C=2C=1N(C=CN2)N=C(C1)C